7-bromo-6-fluoro-10-(methoxymethyl)-2-methyl-9,10-dihydro-8-oxa-2,4,10a-triazanaphtho[2,1,8-cde]azulene-1(2H)-one BrC1=C(C=C2N=CC=3N(C(N4C(COC1=C2C34)COC)=O)C)F